COC1=NC(=NC(=N1)OC)OCC=O 2-((4,6-dimethoxy-1,3,5-triazin-2-yl)oxy)ethan-1-one